2,2-difluoro-3-(3-fluoro-2-nitrophenyl)propionic acid ethyl ester C(C)OC(C(CC1=C(C(=CC=C1)F)[N+](=O)[O-])(F)F)=O